4-[4-[[5-(benzenesulfonylmethyl)-2-cyclopropyl-phenyl]methyl]-1-(difluoromethyl)pyrazol-3-yl]-6-chloro-pyrimidin-2-amine C1(=CC=CC=C1)S(=O)(=O)CC=1C=CC(=C(C1)CC=1C(=NN(C1)C(F)F)C1=NC(=NC(=C1)Cl)N)C1CC1